C(C)OC(=O)C=1C=C(C=C2C1N=C(S2)C[C@@H]([C@@H](C2=CC(=C(C(=C2)OC)C)OC)O[Si](C)(C)C(C)(C)C)OC2CCCC2)C=O 2-((2s,3r)-3-((tert-butyldimethylsilyl)oxy)-2-(cyclopentyloxy)-3-(3,5-dimethoxy-4-methylphenyl)propyl)-6-formylbenzo[d]thiazole-4-carboxylic acid ethyl ester